2-((2S,6R)-2-(1-cyclopropyl-1H-pyrazol-4-yl)-6-methylmorpholino)-4-(2-fluoro-4-(trifluoromethyl)phenyl)-7,7-dimethyl-8-oxo-7,8-dihydropyrimido[4,5-d]pyridazin-7-ium C1(CC1)N1N=CC(=C1)[C@@H]1O[C@@H](CN(C1)C=1N=C(C2=C(C([N+](N=C2)(C)C)=O)N1)C1=C(C=C(C=C1)C(F)(F)F)F)C